carbonic acid, dimethyl ester C(OC)(OC)=O